2-(5-methylthiophen-3-yl)ethan-1-ol CC1=CC(=CS1)CCO